FC12CC(C1)(C2)CNCC=2NC1=CC(=CC=C1C2)CN2N=NC(=C2)C2=C1C=NNC1=CC(=C2)N 4-(1-((2-((((3-fluorobicyclo[1.1.1]pentan-1-yl)methyl)amino)methyl)-1H-indole-6-yl)methyl)-1H-1,2,3-triazol-4-yl)-1H-indazole-6-amine